2-(4-chloro-1-isopropyl-1H-pyrazol-5-yl)-4-(4-(3-isopropoxypyridin-2-yl)benzyl)-6,7-dihydropyrazolo[1,5-a]pyrimidin-5(4H)-one ClC=1C=NN(C1C1=NN2C(N(C(CC2)=O)CC2=CC=C(C=C2)C2=NC=CC=C2OC(C)C)=C1)C(C)C